3,5-difluoro-4-hydroxy-N-({(1r,4r)-4-[6-(1-methyl-1H-1,2,3-triazol-4-yl)-2H-indazol-2-yl]cyclohexyl}methyl)benzamide FC=1C=C(C(=O)NCC2CCC(CC2)N2N=C3C=C(C=CC3=C2)C=2N=NN(C2)C)C=C(C1O)F